[Br].[V] Vanadium bromine